(3-chlorophenyl)-9-isopropyl-9H-purine-2,6-diamine ClC=1C=C(C=CC1)C=1N(C2=NC(=NC(=C2N1)N)N)C(C)C